FC1=C(C=CC=C1)[C@H](C(=O)N1CC2=NN(C=C2C1)S(=O)(=O)C=1C=NN(C1)CC(F)(F)F)CO (2S)-2-(2-fluorophenyl)-3-hydroxy-1-(2-{[1-(2,2,2-trifluoroethyl)-1H-pyrazol-4-yl]sulfonyl}-2H,4H,5H,6H-pyrrolo[3,4-c]pyrazol-5-yl)propan-1-one